N-(2,3-dihydro-1,4-benzodioxin-6-yl)-1-[5-(pyridin-4-yl)-1H-pyrazole-3-carbonyl]piperidine-3-carboxamide O1CCOC2=C1C=CC(=C2)NC(=O)C2CN(CCC2)C(=O)C2=NNC(=C2)C2=CC=NC=C2